FC1=C(C=C(C=N1)NC(=O)C1=C(N(C(=C1C)C(C(NC1(CCC1)C(F)(F)F)=O)=O)C)C)C N-(6-fluoro-5-methylpyridin-3-yl)-1,2,4-trimethyl-5-(2-oxo-2-((1-(trifluoromethyl)cyclobutyl)amino)acetyl)-1H-pyrrole-3-carboxamide